(R)-(7-chloro-1H-benzo[d]imidazol-2-yl)(4-methyl-2-(methylamino)-6,7-dihydrothiazolo[5,4-c]pyridin-5(4H)-yl)methanone ClC1=CC=CC2=C1NC(=N2)C(=O)N2[C@@H](C1=C(CC2)N=C(S1)NC)C